C1CCC=2C(=CC=CC12)C(=O)N 2,3-dihydro-inden-4-carboxamide